NC=1N=C(SC1C(=O)C1=CC(=NO1)COC(NC1=CC=CC=C1)=O)N(C1=CC=C(C=C1)F)[C@@H](C(=O)N)C |r| rac-[5-[4-Amino-2-(N-(2-amino-1-methyl-2-oxoethyl)-4-fluoroanilino)thiazol-5-carbonyl]isoxazol-3-yl]methyl-N-phenylcarbamat